CN(C(C)=O)C1=CC=C(C=C1)S(=O)(=O)Cl 4-(N-methylacetamido)benzenesulfonyl chloride